O1[C@@H](CC1)CN1C=NC2=C1C=C(C=C2)C(=O)O.N2=CC(=CC=C2)NC(C(=O)NC=2C=NC=CC2)=O N,N'-bis(3-pyridyl)oxalamide 1-(((S)-oxetan-2-yl)methyl)-1H-benzo[d]imidazole-6-carboxylate